4-((1-((2,6-diethoxy-4'-fluoro-[1,1'-biphenyl]-4-yl)methyl)-4-hydroxypiperidin-4-yl)methoxy)benzoic acid C(C)OC1=C(C(=CC(=C1)CN1CCC(CC1)(O)COC1=CC=C(C(=O)O)C=C1)OCC)C1=CC=C(C=C1)F